1-methyl-6-[[3-[rac-(3R,5R)-5-(4-chlorophenyl)tetrahydro-furan-3-yl]-1,2,4-oxadiazol-5-yl]methyl]oxazolo[5,4-d]pyrimidine-2,7-dione CN1C(OC=2N=CN(C(C21)=O)CC2=NC(=NO2)[C@@H]2CO[C@H](C2)C2=CC=C(C=C2)Cl)=O |r|